CN1CC(OB(OC(C1)=O)C/C=C/CCC1CCN(CC1)C(=O)OC(C)(C)C)=O tert-butyl (E)-4-(5-(6-methyl-4,8-dioxo-1,3,6,2-dioxazaborocan-2-yl)pent-3-en-1-yl)piperidine-1-carboxylate